N-(1-(3-Aminonaphthalen-1-yl)cyclopropyl)-2-methyl-5-((1-methylazetidin-2-yl)methoxy)benzamide NC=1C=C(C2=CC=CC=C2C1)C1(CC1)NC(C1=C(C=CC(=C1)OCC1N(CC1)C)C)=O